C1(CCCCC1)CCN1CC(CCC1)C1=NN(C(N1)=O)C1=CC=C(C(N1)=O)OC 6-(3-(1-(2-cyclohexylethyl)piperidin-3-yl)-5-oxo-4,5-dihydro-1H-1,2,4-triazol-1-yl)-3-methoxypyridin-2(1H)-one